N(=[N+]=[N-])CC1CCN(CC1)CC1=CC(=C(C=C1)C=1C=C2C=CNC2=CC1)Cl 5-(4-((4-(azidomethyl)piperidin-1-yl)methyl)-2-chlorophenyl)-1H-indole